CN1C(CC(CC1(C)C)N1C(C(CC1=O)CCCCCCCCCCCC)=O)(C)C N-(1,2,2,6,6-pentamethyl-4-piperidinyl)-2-dodecylsuccinimide